NCCCC(CCNCC(CN1CCN(CC1)CC(CNCCC(CCCCCCCCCCC)CCCN)O)O)CCCCCCCCCCC bis[(3-(3-aminopropyl)-myristylamino)2-hydroxy-propyl]piperazine